ClC\C=C/CCl (Z)-1,4-dichlorobut-2-ene